NC1=C2N=CN(C2=NC(=N1)Cl)CCCCO 4-(6-amino-2-chloro-purin-9-yl)butan-1-ol